BrC1=C(SC(=C1)C=1C(=NN(C1)COCC[Si](C)(C)C)F)C(=O)[O-] 3-bromo-5-(3-fluoro-1-((2-(trimethylsilyl)ethoxy)methyl)-1H-pyrazol-4-yl)thiophene-2-carboxylate